tert-butyl (3R)-3-[[2-(4-pyridyl)thieno[2,3-c]pyridin-7-yl]amino]piperidine-1-carboxylate N1=CC=C(C=C1)C1=CC=2C(=C(N=CC2)N[C@H]2CN(CCC2)C(=O)OC(C)(C)C)S1